BrC1=C(C=C2C(=C(C(=NC2=C1F)Cl)C#N)N1C[C@H](N(CC1)C(=O)[O-])C)Cl (R)-4-(7-bromo-2,6-dichloro-3-cyano-8-fluoroquinoline-4-yl)-2-methylpiperazine-1-carboxylate